FC1=C(CCNC2=NC3=CC=CC=C3C(=N2)NCCN2CCN(CC2)C)C=CC=C1 N2-(2-fluorophenethyl)-N4-(2-(4-methylpiperazin-1-yl)ethyl)quinazoline-2,4-diamine